FC(CN1N=CC(=C1)NC=1N=C(C2=C(N1)NC=C2C)O[C@@H]2CN(CC[C@@H]2F)C(C=C)=O)F 1-(cis-3-((2-((1-(2,2-Difluoroethyl)-1H-pyrazol-4-yl)amino)-5-methyl-7H-pyrrolo[2,3-d]pyrimidin-4-yl)oxy)-4-fluoropiperidin-1-yl)prop-2-en-1-on